3,4-bis((2-(pyrrolidine-1-yl)ethyl)amino)-1,2,5-thiadiazole 1,1-dioxide N1(CCCC1)CCNC1=NS(N=C1NCCN1CCCC1)(=O)=O